6-((1S,5R)-3-acetyl-3-azabicyclo[3.1.0]hexan-1-yl)-4-(((R)-1-(3-(difluoromethyl)-2-fluorophenyl)ethyl)amino)-2-methyl-2,6-dihydropyrido[3,4-d]pyridazine-1,7-dione C(C)(=O)N1C[C@@]2(C[C@@H]2C1)N1C=C2C(=NN(C(C2=CC1=O)=O)C)N[C@H](C)C1=C(C(=CC=C1)C(F)F)F